COC(C[C@@H]1CCN(CCO1)C(=O)OCC1=CC=CC=C1)=O benzyl (S)-7-(2-methoxy-2-oxoethyl)-1,4-oxazepan-4-carboxylate